3-[6-Amino-8-(6-iodo-3-oxo-indan-5-ylsulfanyl)-purin-9-yl]-N-isopropyl-propionamide NC1=C2N=C(N(C2=NC=N1)CCC(=O)NC(C)C)SC=1C=C2C(CCC2=CC1I)=O